P(=S)([O-])([O-])[O-].[Cu+2].P(=S)([O-])([O-])[O-].[Cu+2].[Cu+2] copper thiophosphate salt